C(C)(C)(C)OC(=O)N1CCC(CC1)CCCC([2H])([2H])N1C(C2=CC=CC=C2C1=O)=O 4-(4-(1,3-dioxoisoindolin-2-yl)butyl-4,4-d2)piperidine-1-carboxylic acid tert-butyl ester